NC1=NC=C(C=C1C(=O)N[C@@H]1[C@H](CCC1)OCC1=CC=C(C=C1)Br)C(F)(F)F 2-amino-N-{(1S,2S)-2-[(4-bromophenyl)methoxy]cyclopentyl}-5-(trifluoromethyl)pyridine-3-carboxamide